tert-butyl (S)-(1-oxo-1-((2-phenoxyphenyl)amino) propan-2-yl)carbamate O=C([C@H](C)NC(OC(C)(C)C)=O)NC1=C(C=CC=C1)OC1=CC=CC=C1